CN1C(N(C=2C=CC3=C(OC[C@@H]4N3CCNC4)C21)C2C(NC(CC2)=O)=O)=O 3-((R)-3-methyl-2-oxo-2,3,5,5a,6,7,8,9-octahydro-1H-imidazo[4',5':5,6]benzo[1,2-b]pyrazino[1,2-d][1,4]oxazin-1-yl)piperidine-2,6-dione